C1(=CC=CC=C1)P(O)(O)C1=CC=CC=C1.C(C1=CC=CC=C1)(=O)O.CC(CC(CC(C)O)O)C 6-methyl-2,4-heptanediol benzoate Diphenylphosphonite